N-((5-(4-fluorophenyl)-3-(1-methyl-1H-1,2,3-triazol-4-yl)pyridin-2-yl)methyl)acrylamide FC1=CC=C(C=C1)C=1C=C(C(=NC1)CNC(C=C)=O)C=1N=NN(C1)C